Cl[C@H](C)C1=CC=CC=C1 (R)-1-chloroethylbenzene